FC1=C(C=CC(=C1)C(F)(F)F)C1(CC1)C(=O)NC=1C=CC(=C(C(=O)O)C1)C1=CC=C2C=NN(C2=C1)C 5-[({1-[2-Fluoro-4-(trifluoromethyl)phenyl]cyclopropyl}carbonyl)amino]-2-(1-methyl-1H-indazol-6-yl)benzoic acid